NC=1C2=C(N=CN1)N(C=C2)[C@H]2[C@@H]([C@@]([C@H](O2)[C@H](F)C2=CC=C(C=C2)Cl)(O)C)O (2S,3S,4R,5R)-5-(4-amino-7H-pyrrolo[2,3-d]pyrimidin-7-yl)-2-((R)-(4-chlorophenyl)fluoromethyl)-3-methyltetrahydrofuran-3,4-diol